C(#N)C1=CC(CC(C1=O)(C)C)(C)NC(CC1=NOC(=N1)C1=CC=CC=C1)=O N-(3-cyano-1,5,5-trimethyl-4-oxocyclohex-2-en-1-yl)-2-(5-phenyl-1,2,4-oxadiazol-3-yl)acetamide